O=C1NC(CCC1N1C(C2=CC=C(C=C2C1=O)OCCN1CCN(CC1)CC1=CC2=C(N(C(=N2)NC(C2=CC(=CC=C2)C(F)(F)F)=O)C2=CC(=CC=C2)OC)C=C1)=O)=O N-(5-((4-(2-((2-(2,6-dioxopiperidin-3-yl)-1,3-dioxoisoindolin-5-yl)oxy)ethyl)piperazin-1-yl)methyl)-1-(3-methoxyphenyl)-1H-benzo[d]imidazol-2-yl)-3-(trifluoromethyl)benzamide